5-(3-isopropyl-5-(piperidin-4-yl)-1H-indol-2-yl)-7H-pyrrolo[2,3-d]pyrimidine C(C)(C)C1=C(NC2=CC=C(C=C12)C1CCNCC1)C1=CNC=2N=CN=CC21